FC1=C(C(=O)O)C=CC(=C1)C1=C(C=2C(=NC=C3C2N(C(N3C)=O)[C@H]3C[C@@H](CC3)NC(=O)OC)N1)C=1C=C3C=NN(C3=CC1)C(C)C 2-fluoro-4-(8-(1-isopropyl-1H-indazol-5-yl)-1-((1R,3R)-3-((methoxycarbonyl)amino)cyclopentyl)-3-methyl-2-oxo-1,2,3,6-tetrahydroimidazo[4,5-d]pyrrolo[2,3-b]pyridin-7-yl)benzoic acid